FC=1C=C(C=CC1)C1=C(C(=O)N)C=CC=C1NC1=CC=C(C=C1)C1=NC=CC=N1 (3-fluorophenyl)-3-((4-(pyrimidin-2-yl)phenyl)amino)benzamide